ClC=1C=NN2C1C(=CC(=C2)C=2C=NN(C2C)C2CCN(CC2)CC2(CN(C2)C(=O)OC(C)(C)C)OC)OC tert-butyl 3-((4-(4-(3-chloro-4-methoxypyrazolo[1,5-a]pyridin-6-yl)-5-methyl-1H-pyrazol-1-yl) piperidin-1-yl)methyl)-3-methoxyazetidine-1-carboxylate